(Z)-octadec-9-en-1-yl 3-ethyl-12-hexyl-6-isopropyl-10-oxo-9,1-dioxa-3,6-diazahexadecan-16-oate C(C)N(CO)CCN(CCOC(CC(CCCC(=O)OCCCCCCCC\C=C/CCCCCCCC)CCCCCC)=O)C(C)C